FC(\C=C\C(F)(F)F)(F)F trans-1,1,1,4,4,4-hexafluoro-2-butene